N-(4-(6-ethoxypyridin-3-yl)phenyl)-2-(4-methoxyphenoxy)-2-methylpropanamide C(C)OC1=CC=C(C=N1)C1=CC=C(C=C1)NC(C(C)(C)OC1=CC=C(C=C1)OC)=O